acrylic acid, 2-anthracenyl ester C(C=C)(=O)OC1=CC2=CC3=CC=CC=C3C=C2C=C1